NC(CCC1CC1)(C1=CC(=CC=C1)C#N)C=1C=CC(=C(C1)NC(=O)[C@@H]1N(C[C@@H](C1)OC)C(=O)NC1=CC=C(C=C1)Cl)F (2R,4R)-N2-(5-((+)-1-amino-1-(3-cyanophenyl)-3-cyclopropyl-propyl)-2-fluorophenyl)-4-methoxy-N1-(4-chlorophenyl)pyrrolidine-1,2-dicarboxamide